C(C=C)OC=1C=C(CBr)C=C(C1OCC=C)OCC=C 3,4,5-triallyloxybenzyl bromide